aluminium-zirconium hydroxychloride OCl.[Zr].[Al]